C(#N)C=1C=NN2C1C(=CC(=C2)C=2N=NN(C2C)C2CCN(CC2)C(=O)OC(C)(C)C)O tert-Butyl 4-(4-[3-cyano-4-hydroxypyrazolo[1,5-a]pyridin-6-yl]-5-methyl-1H-1,2,3-triazol-1-yl)piperidine-1-carboxylate